(R)-N-(2-(3-(dimethylamino)pyrrolidin-1-yl)-5-((4-(7-fluoro-indol-3-yl)-5-(tri-fluoromethyl)pyrimidin-2-yl)amino)phenyl)acetamide CN([C@H]1CN(CC1)C1=C(C=C(C=C1)NC1=NC=C(C(=N1)C1=CNC2=C(C=CC=C12)F)C(F)(F)F)NC(C)=O)C